(S)-1-(4,6-dichloropyridin-3-yl)ethane-1-ol ClC1=C(C=NC(=C1)Cl)[C@H](C)O